IC(C(=O)OC(=O)C(CCCCCCCC)I)CCCCCCCC iodocapric acid anhydride